C(C)N(C1=CC2=C(C(=CCO2)C)C=C1)CC 7-diethylamino-4-methyl-2H-1-benzopyran